(S)-N-(3-chloro-2-fluorophenylmethyl)-1-(2-(4-(methylamino)-1H-pyrazolo[3,4-d]pyrimidin-1-yl)acetyl)pyrrolidine-2-carboxamide ClC=1C(=C(C=CC1)CNC(=O)[C@H]1N(CCC1)C(CN1N=CC=2C1=NC=NC2NC)=O)F